5-([1,2,4]Triazolo[1,5-a]pyridin-6-yl)-N-(4-((1,1-dioxidotetrahydrothiophen-3-yl)amino)phenyl)-1-(6-methylpyridin-2-yl)-1H-pyrazol-3-carboxyamid N=1C=NN2C1C=CC(=C2)C2=CC(=NN2C2=NC(=CC=C2)C)CC(=O)NC2=CC=C(C=C2)NC2CS(CC2)(=O)=O